[S].C[Si](C)C.C[Si](C)C.C[Si](C)C tris(trimethyl-silicon) sulfur